(4-((3-cyanopyridin-2-yl)oxy)-3-fluorophenyl)acetyl chloride C(#N)C=1C(=NC=CC1)OC1=C(C=C(C=C1)CC(=O)Cl)F